BrC1=CC(=C(C=C1)NC(=O)N[C@@H](C)C=1N(N=CN1)C1=NC=CC=N1)OC(F)F 1-[4-bromo-2-(difluoromethoxy)phenyl]-3-[(1S)-1-(2-pyrimidin-2-yl-1,2,4-triazol-3-yl)ethyl]urea